NC1=CC=2N(C(N(CC2C=N1)C1=C(C=CC=C1C)F)=O)[C@H]1CNCC1 7-amino-3-(2-fluoro-6-methyl-phenyl)-1-[(3R)-pyrrolidin-3-yl]-4H-pyrido[4,3-d]pyrimidin-2-one